(6R)-17-amino-12-[(3-cyclopropylphenyl)methyl]-6-hydroxy-6,15-bis(trifluoromethyl)-19-oxa-3,4,12,18-tetrazatricyclo[12.3.1.12,5]nonadeca-1(18),2,4,14,16-pentaen-13-one NC1=CC(=C2C(N(CCCCC[C@@](C3=NN=C(C1=N2)O3)(C(F)(F)F)O)CC3=CC(=CC=C3)C3CC3)=O)C(F)(F)F